C(C1=CC=CC=C1)OCC1=NN(C(N1CC)=O)C=1C=C2C(CN(C(C2=CC1F)=O)C1=C(C(=NC=C1C)OC)Cl)C(=C)C 6-(3-((benzyloxy)methyl)-4-ethyl-5-oxo-4,5-dihydro-1H-1,2,4-triazol-1-yl)-2-(3-chloro-2-methoxy-5-methylpyridin-4-yl)-7-fluoro-4-(prop-1-en-2-yl)-3,4-dihydroisoquinolin-1(2H)-one